CC(C(=O)O[C@@H]1[C@@H]([C@@](C[C@H]1N1C=CC2=C1N=CN=C2N)(C)CCC2=CC=C1C=CC(=NC1=C2)N)OC(C(C)C)=O)C (1S,2R,3S,5R)-5-(4-amino-7H-pyrrolo[2,3-d]pyrimidin-7-yl)-3-(2-(2-aminoquinolin-7-yl)ethyl)-3-methylcyclopentane-1,2-diyl bis(2-methylpropanoate)